NC1=C(C=C(C=N1)C#CC=1C=C(C(=O)NC2=CC(=NN2C2=CC=C(C=C2)C)C(C)(C)C#N)C=CC1C)F 3-((6-amino-5-fluoropyridin-3-yl)ethynyl)-N-(3-(2-cyanopropan-2-yl)-1-(p-tolyl)-1H-pyrazol-5-yl)-4-methylbenzamide